tetrasodium N,N-bis(carboxymethyl)L-glutamate salt C(=O)(O)CN([C@@H](CCC(=O)[O-])C(=O)[O-])CC(=O)O.[Na+].[Na+].[Na+].[Na+].C(=O)(O)CN([C@@H](CCC(=O)[O-])C(=O)[O-])CC(=O)O